lead-bismuth-tellurium oxide [Te]=O.[Bi].[Pb]